NC1=C(C=C(C=N1)C=1C=C2N(N1)CC[C@]21CN(CC1)C(=O)NCC)O[C@H](C)C1=CC=C(C=C1)C#N (3R)-2'-{6-amino-5-[(1R)-1-(4-cyanophenyl)ethoxy]pyridin-3-yl}-N-ethyl-5',6'-dihydrospiro[pyrrolidine-3,4'-pyrrolo[1,2-b]pyrazole]-1-carboxamide